C(C1=CC=CC=C1)N1C(NCCC1)=O benzyl-tetrahydropyrimidinone